Tert-butyl 7-(7-{2,7-dimethylpyrazolo[4,3-b]pyridin-5-yl}-5-fluoro-4-oxoquinazolin-3-yl)-4-azaspiro[2.5]octane-4-carboxylate CN1N=C2C(N=C(C=C2C)C2=CC(=C3C(N(C=NC3=C2)C2CCN(C3(CC3)C2)C(=O)OC(C)(C)C)=O)F)=C1